8-phenyl-1-(tetrahydro-2H-pyran-4-yl)-[1,2,4]triazolo[4,3-a]quinoxaline C1(=CC=CC=C1)C1=CC=C2N=CC=3N(C2=C1)C(=NN3)C3CCOCC3